6-chloro-3-((1-(2-cyano-3-(4-(2-(2,2-difluorocyclopropyl)acetyl)piperazin-1-yl)-7-methylquinoxalin-5-yl)ethyl)amino)picolinic acid ClC1=CC=C(C(=N1)C(=O)O)NC(C)C1=C2N=C(C(=NC2=CC(=C1)C)C#N)N1CCN(CC1)C(CC1C(C1)(F)F)=O